ClC1=C(CN2CCC(CC2)(O)CN2C=NC3=C(C2=O)C=NN3C3=CC=C(C=C3)F)C=CC(=C1)C1=NOC=N1 5-((1-(2-chloro-4-(1,2,4-oxadiazol-3-yl)benzyl)-4-hydroxypiperidin-4-yl)methyl)-1-(4-fluorophenyl)-1,5-dihydro-4H-pyrazolo[3,4-d]pyrimidin-4-one